NC1=NC=CC2=C1C(=NN2[C@@H]2CN(CC2)C(C=C)=O)C#CC2=CC1=C(N(C=N1)C1CC1)C=C2F 1-[(3S)-3-{4-Amino-3-[2-(1-cyclopropyl-6-fluoro-1,3-benzodiazol-5-yl)ethynyl]pyrazolo[4,3-c]pyridin-1-yl}pyrrolidin-1-yl]prop-2-en-1-one